fluoren dihydrochloride Cl.Cl.C1=CC=CC=2C3=CC=CC=C3CC12